S1C=CC2=C1CCCC2 rac-4,5,6,7-tetrahydro-1-benzothiophen